COC=1C=CC2=C(CC(C=3C(=NC=NC23)N)(C)C)C1 8-methoxy-5,5-dimethyl-6H-benzo[H]quinazolin-4-amine